trimethoxyoctadecyl-silicon COC(CCCCCCCCCCCCCCCCC[Si])(OC)OC